C(CCC)OC=1N=C(C2=C(N1)C(=CN2)CC2=CC(=CC=C2)CCN2CCCC2)N 2-butoxy-7-(3-(2-(pyrrolidin-1-yl)ethyl)benzyl)-5H-pyrrolo[3,2-d]pyrimidin-4-amine